formic acid nonyl ester C(CCCCCCCC)OC=O